dimethylaminomethylenethiourea CN(C)C=NC(=S)N